8-(2-(hydroxymethyl)-6-methylpyridin-4-yl)-7-phenyl-[1,2,4]triazolo[4,3-c]pyrimidin-3(2H)-one OCC1=NC(=CC(=C1)C=1C=2N(C=NC1C1=CC=CC=C1)C(NN2)=O)C